C=CCOC(=O)[C@H](CC(=O)O)NC(=O)OCC1C2=CC=CC=C2C3=CC=CC=C13 Fmoc-L-aspartic acid alpha-allyl ester